pyrazol-3-amine N1N=C(C=C1)N